3-isopropyl-3H-imidazo[4,5-c]pyridin-2-one C(C)(C)N1C(NC2=C1C=NC=C2)=O